C1(CC1)CN1C(N(C(C2=CC(=CC=C12)S(=O)(=O)NC1(CC1)C)=O)C1CCNCC1)=O 1-(cyclopropylmethyl)-N-(1-methylcyclopropyl)-2,4-dioxo-3-(piperidin-4-yl)-1,2,3,4-tetrahydroquinazoline-6-sulfonamide